C1(CC2C(CC1)O2)CO[Si](OC)(OC)CC (3,4-epoxycyclohexyl)-ethyl-trimethoxysilane